FC=1C=CC2=C(N=S(C2)(C)=O)C1C1CC(=NO1)C=1N=C(SC1)C1CCNCC1 6-fluoro-2-methyl-7-(3-(2-(piperidin-4-yl)thiazol-4-yl)-4,5-dihydroisoxazol-5-yl)-3H-2λ4-benzo[c]isothiazole-2-oxide